(4-aminoimidazo[1,5-a]quinoxalin-8-yl)methanone NC=1C=2N(C3=CC(=CC=C3N1)C=O)C=NC2